3-(5-fluoropyridin-3-yl)-3-[1-(trifluoromethyl)cyclopropyl]propanoic acid FC=1C=C(C=NC1)C(CC(=O)O)C1(CC1)C(F)(F)F